ethyl 2-(2-((2-(((tert-butyldimethylsilyl)oxy)methyl)-7-iodobenzofuran-5-yl)methoxy)-4-cyanophenyl)acetate [Si](C)(C)(C(C)(C)C)OCC=1OC2=C(C1)C=C(C=C2I)COC2=C(C=CC(=C2)C#N)CC(=O)OCC